(S)-2-(3-cyclopropyl-1H-pyrazol-1-yl)-N-(2-(3,5-difluorophenyl)-1-(3-(4-(morpholinosulfonyl)phenyl)-4-oxo-7-phenyl-3,4-dihydroquinazolin-2-yl)ethyl)acetamide C1(CC1)C1=NN(C=C1)CC(=O)N[C@@H](CC1=CC(=CC(=C1)F)F)C1=NC2=CC(=CC=C2C(N1C1=CC=C(C=C1)S(=O)(=O)N1CCOCC1)=O)C1=CC=CC=C1